2-(aminomethyl)-N-[(1S)-5-[2-(2-aminopyridin-3-yl)-5-(pyrazol-1-yl)imidazo[4,5-b]pyridin-3-yl]-2,3-dihydro-1H-inden-1-yl]benzamide NCC1=C(C(=O)N[C@H]2CCC3=CC(=CC=C23)N2C(=NC=3C2=NC(=CC3)N3N=CC=C3)C=3C(=NC=CC3)N)C=CC=C1